NC(CC(C(=O)OC1(CCC1)C1=CC=C(C=C1)C(F)(F)F)=C)=O 1-(4-(trifluoromethyl)phenyl)cyclobutyl 4-amino-2-methylene-4-oxobutanoate